ethyl 4-(4-(1-acetyl-1,2,3,6-tetrahydropyridin-4-yl)phenyl)-1-(4-methoxybenzyl)-1H-1,2,3-triazole-5-carboxylate C(C)(=O)N1CCC(=CC1)C1=CC=C(C=C1)C=1N=NN(C1C(=O)OCC)CC1=CC=C(C=C1)OC